C1(CC1)CN1N=C(C(=C1NC1=NC=NC(=C1)N1N=C(C(=C1C)[C@@H](C)OC)C)C)C1=CC=C(C=C1)F |r| (±)-N-[1-(cyclopropylmethyl)-3-(4-fluorophenyl)-4-methyl-1H-pyrazol-5-yl]-6-{4-[1-methoxyethyl]-3,5-dimethyl-1H-pyrazol-1-yl}pyrimidin-4-amine